CC(CCCCCCCCCCCCCCCCCC)C1=CC=CC=C1 (1-methyl-nonadecyl)-benzene